CS(=O)(=O)NC1CCC2(CN(C2)C[C@H]2CNCC2)CC1 (R)-3-((7-(methylsulfonamido)-2-azaspiro[3.5]nonan-2-yl)methyl)pyrrolidin